6-maleimidohexanoic acid C1(C=CC(N1CCCCCC(=O)O)=O)=O